cesium stearate, ammonium salt [NH4+].C(CCCCCCCCCCCCCCCCC)(=O)[O-].[Cs]